C(C)C1=CC2=C(C(C=3NC4=CC(=CC=C4C3C2=O)C#N)(C)C)C=C1N1CCN(CC1)C1(CCC1)CC 9-Ethyl-8-[4-(1-ethyl-cyclobutyl)-piperazine-1-yl]-6,6-dimethyl-11-oxo-6,11-dihydro-5H-benzo[b]carbazole-3-carbonitrile